7-(2-nitrophenyl)-2,2-dimethyl-4H-[1,3]-dioxino[5,4-c]pyridin-4-one [N+](=O)([O-])C1=C(C=CC=C1)C1=CC2=C(C=N1)C(OC(O2)(C)C)=O